P(=O)([O-])([O-])[O-].[C+4].[C+4] carbon carbon phosphate